3-bromo-2-(2-((tert-butyldimethylsilyl)oxy)-2-methylpropyl)pyridine BrC=1C(=NC=CC1)CC(C)(C)O[Si](C)(C)C(C)(C)C